C1(CCCCC1)OC1=CC=C(C=C1)B(O)O (4-(cyclohexyloxy)phenyl)boronic acid